CN1C(CC(CC1(C)C)C(C(=O)O)(CCCCCCCC(=O)O)C1CC(N(C(C1)(C)C)C)(C)C)(C)C.NC1=NC=CC(=C1Cl)SC1=C(N=C(C(=N1)CO)N1CCN(CC1)C1=C(C=CC=C1)N)C (6-((2-amino-3-chloropyridin-4-yl)thio)-3-(4-(2-aminophenyl)piperazin-1-yl)-5-methylpyrazin-2-yl)methanol bis-(1,2,2,6,6-pentamethyl-4-piperidinyl)sebacate